OC1(C(C2=CC=CC=C2C=C1O)C(=O)[O-])C(=O)[O-].C1(=CC=CC=C1)[P+](C1=CC=CC=C1)(C1=CC=CC=C1)C1=CC=CC=C1.C1(=CC=CC=C1)[P+](C1=CC=CC=C1)(C1=CC=CC=C1)C1=CC=CC=C1 tetraphenylphosphonium-2,3-dihydroxynaphthalenedicarboxylic acid salt